1-(3-fluorophenyl)-3-([2-[4-(2-hydroxyethoxy)pyridin-2-yl]-5H,6H,7H-cyclopenta[d]pyrimidin-4-yl](methyl)amino)piperidin-2-one FC=1C=C(C=CC1)N1C(C(CCC1)N(C)C=1C2=C(N=C(N1)C1=NC=CC(=C1)OCCO)CCC2)=O